3-(3-chloro-5-fluorophenyl)-N-methyl-5-oxo-5-(piperidin-1-yl)pentanamide ClC=1C=C(C=C(C1)F)C(CC(=O)NC)CC(N1CCCCC1)=O